O.O.[Si]([O-])([O-])([O-])[O-].[Ca+2].[Ca+2] dicalcium silicate, dihydrate